FC(C1CN(CCO1)C=1C=CC2=C(N=C(O2)C2=C3C=C(N=CC3=C(N=C2)NC)NC(=O)[C@@H]2[C@@H](C2)C)C1)F (1s,2r)-N-(5-(5-(2-(difluoromethyl)morpholinyl)benzo[d]oxazol-2-yl)-8-(methylamino)-2,7-naphthyridin-3-yl)-2-methylcyclopropane-1-carboxamide